Di-tert-butyl diacetate C(C)(=O)OC(C)(C)C.C(C)(=O)OC(C)(C)C